FC1=CC=C(C=C1)N1N=CC2=CC(=C(C=C12)C)C1NCCNC1 1-(4-Fluorophenyl)-6-methyl-5-(piperazin-2-yl)-1H-indazole